methyl (S)-3-(2-thiophenyl)-butyrate S1C(=CC=C1)[C@H](CC(=O)OC)C